N1(CCNCC1)C1=CC=C(O1)C=O 5-(PIPERAZIN-1-YL)FURAN-2-CARBALDEHYDE